FC(CC#CC1=CC=C(OC2=C(N=NN2)C(=O)O)C=C1)(F)F 5-(4-(4,4,4-trifluorobut-1-ynyl)phenoxy)-1H-1,2,3-triazole-4-carboxylic acid